3-(6-(4-tert-butylbenzyloxy)naphthalen-2-yl)-1-isopropyl-1H-pyrazolo[3,4-d]pyrimidin-4-amine C(C)(C)(C)C1=CC=C(COC=2C=C3C=CC(=CC3=CC2)C2=NN(C3=NC=NC(=C32)N)C(C)C)C=C1